3-methyl-1-(2-(3-nitrophenylamino)pyrimidin-4-yl)-1H-pyrazole-4-carbaldehyde CC1=NN(C=C1C=O)C1=NC(=NC=C1)NC1=CC(=CC=C1)[N+](=O)[O-]